C1=CC=CC=2C3=CC=CC=C3N(C12)C1=C(C(=C(C(=N1)N1C2=CC=C(C=C2C=2C=C(C=CC12)C)C)N1C2=CC=C(C=C2C=2C=C(C=CC12)C)C)C1=CC=CC=C1)N1C2=CC=C(C=C2C=2C=C(C=CC12)C)C 9,9',9''-(6-(9H-carbazol-9-yl)-4-phenylpyridine-2,3,5-triyl)tris(3,6-dimethyl-9H-carbazole)